CN1CC(C1)N1CCC2(CCNCC2)CC1 9-(1-methylazetidin-3-yl)-3,9-diazaspiro[5.5]undecane